α-iodo(bromo)acetamide IC(C(=O)N)Br